N-((6-(2-Chloro-3-(3-chloro-2-(3-methoxy-4-(((1-(pyridin-2-yl)piperidin-4-yl)amino)methyl)phenyl)pyridin-4-yl)phenyl)-2-methoxypyridin-3-yl)methyl)-1-(pyridin-2-yl)piperidin-4-amine ClC1=C(C=CC=C1C1=C(C(=NC=C1)C1=CC(=C(C=C1)CNC1CCN(CC1)C1=NC=CC=C1)OC)Cl)C1=CC=C(C(=N1)OC)CNC1CCN(CC1)C1=NC=CC=C1